N-(cis-1-acetyl-2-(((cis-3-(4-methylphenyl)cyclobutyl)oxy)-methyl)piperidin-3-yl)methanesulfonamide C(C)(=O)N1[C@H]([C@H](CCC1)NS(=O)(=O)C)CO[C@@H]1C[C@@H](C1)C1=CC=C(C=C1)C